4-((S)-7-(((R)-6-(2-chloro-4-fluorophenyl)-5-(methoxycarbonyl)-2-(thiazol-2-yl)-1,6-dihydropyrimidin-4-yl)methyl)-3-oxohexahydroimidazo[1,5-a]pyrazin-2(3H)-yl)benzoic acid phosphate P(=O)(O)(O)O.ClC1=C(C=CC(=C1)F)[C@H]1C(=C(N=C(N1)C=1SC=CN1)CN1C[C@@H]2N(CC1)C(N(C2)C2=CC=C(C(=O)O)C=C2)=O)C(=O)OC